ClC1=CC=C(C(=N1)C(=O)NS(=O)(=O)C)N[C@H](C)C=1C=C(C=C2C(N(C(=NC12)C=1C=NC(=CC1)O[C@H]1C(CN(CC1)C)(F)F)C)=O)C 6-chloro-3-(((R)-1-(2-(6-(((R)-3,3-difluoro-1-methylpiperidin-4-yl)oxy)pyridin-3-yl)-3,6-dimethyl-4-oxo-3,4-dihydroquinazolin-8-yl)ethyl)amino)-N-(methylsulfonyl)picolinamide